methyl (2S,3R)-3-hydroxy-2-aminomethylbutanoate O[C@@H]([C@@H](C(=O)OC)CN)C